tert-butyl (3-(1-(9-bromo-8-chloro-10-fluoro-2-(methylthio)-5,6-dihydro-4H-[1,4]oxazepino[5,6,7-de]quinazolin-4-yl)ethyl)pyridin-2-yl)carbamate BrC=1C(=C2C=3C(=NC(=NC3C1F)SC)N(CCO2)C(C)C=2C(=NC=CC2)NC(OC(C)(C)C)=O)Cl